[NH4+].CO\N=C\1/C(OC=C1)C(=O)[O-] (Z)-methoxyiminofuroic acid ammonium salt